β-acetyl-2,3-diaminopropionic acid C(C)(=O)C(C(C(=O)O)N)N